(R)-3-(tert-butyl)-N-(1-(2-methyl-4-(6-(1-methyl-1H-pyrazol-4-yl)pyrrolo[2,1-f][1,2,4]triazin-4-yl)phenyl)ethyl)-1,2,4-oxadiazole-5-carboxamide C(C)(C)(C)C1=NOC(=N1)C(=O)N[C@H](C)C1=C(C=C(C=C1)C1=NC=NN2C1=CC(=C2)C=2C=NN(C2)C)C